1,6-dimethyl-4-[4-(5-methyl-1,3-benzooxazol-2-yl)piperidin-1-yl]-2-oxo-7-[(oxolan-3-yl)oxy]-1,2-dihydroquinoline-3-carbonitrile CN1C(C(=C(C2=CC(=C(C=C12)OC1COCC1)C)N1CCC(CC1)C=1OC2=C(N1)C=C(C=C2)C)C#N)=O